N-(3-hydroxy-2-methylcyclohexyl)acetamide OC1C(C(CCC1)NC(C)=O)C